C(C)(C)C1=C(NC2=C1N=C(N=C2)C2CCN(CC2)C2COC2)C=2C=C(C=1N(C2)N=CN1)OC 6-(7-isopropyl-2-(1-(oxetan-3-yl)piperidin-4-yl)-5H-pyrrolo[3,2-d]pyrimidin-6-yl)-8-methoxy-[1,2,4]triazolo[1,5-a]pyridine